NC1=CC=C(CN2C(N([C@H](C3=CC=C(C=C23)C(=O)NCC2=C(C=C(C=C2F)F)F)C)C)=O)C=C1 (S)-1-(4-aminobenzyl)-3,4-dimethyl-2-oxo-N-(2,4,6-trifluorobenzyl)-1,2,3,4-tetrahydroquinazoline-7-carboxamide